(R)-(1-(6-chloro-5-cyanopyrazin-2-yl)piperidin-3-yl)carbamic acid tert-butyl ester C(C)(C)(C)OC(N[C@H]1CN(CCC1)C1=NC(=C(N=C1)C#N)Cl)=O